(3aS,7aS)-3a-(3,4-dimethoxyphenyl)-1-methyl-6-methyleneoctahydro-1H-indole COC=1C=C(C=CC1OC)[C@@]12CCN([C@H]2CC(CC1)=C)C